C(C)(C)OC(CCC1=C(C=CC=C1)OCC[C@H](C#CC1=CC(=CC=C1)NS(=O)(=O)C1=CC=CC=C1)O)=O (R)-3-(2-((3-hydroxy-5-(3-(benzenesulfonylamino)phenyl)pent-4-yn-1-yl)oxy)phenyl)propanoic acid isopropyl ester